N1CCC(CC1)CCNC=1C=2N(C=C(N1)C1=CC=NC=C1)C=C(N2)C(=O)N 8-(2-Piperidin-4-yl-ethylamino)-6-pyridin-4-yl-imidazo[1,2-a]pyrazine-2-carboxylic acid amide